2-(3-[[(2,4-dimethoxyphenyl)methyl]amino]pyridin-4-yl)-3-[(3-fluoro-2-methoxyphenyl)amino]-5H,6H,7H-pyrazolo[1,5-a]pyrazin-4-one COC1=C(C=CC(=C1)OC)CNC=1C=NC=CC1C1=NN2C(C(NCC2)=O)=C1NC1=C(C(=CC=C1)F)OC